Cl.NC/C(/COC=1C=CC(=NC1)C(=O)N(CC)CC)=C\F (E)-5-((2-(aminomethyl)-3-fluoroallyl)oxy)-N,N-diethylpyridineamide hydrochloride